2-(4,6-diaminopyrimidin-5-yl)guanidine NC1=NC=NC(=C1N=C(N)N)N